(trans)-5-{4-[4-hydroxycyclohexyl]-3-(trifluoromethyl)phenyl}-3,6-dihydro-2H-1,3,4-oxadiazin-2-one O[C@@H]1CC[C@H](CC1)C1=C(C=C(C=C1)C1=NNC(OC1)=O)C(F)(F)F